F[C@@H]1C(O[C@@H]([C@H]1OCC1=CC=CC=C1)COCC1=CC=CC=C1)C(=O)O 2-deoxy-2-fluoro-3,5-di-O-benzyl-D-arabinofuranonic acid